3-[2-(4-chloro-3-fluorophenoxy)acetamido]-N-[2-(pyridin-4-yl)ethyl]bicyclo[1.1.1]pentane-1-carboxamide ClC1=C(C=C(OCC(=O)NC23CC(C2)(C3)C(=O)NCCC3=CC=NC=C3)C=C1)F